CN(C)CC1(CC1)COC=1N=C(C2=C(N1)C(=C(N=C2)C2=CC(=CC1=CC=C(C(=C21)C#C)F)O)F)N2CCOCC2 4-[2-({1-[(dimethylamino)methyl]cyclopropyl}methoxy)-8-fluoro-4-(morpholin-4-yl)pyrido[4,3-d]pyrimidin-7-yl]-5-ethynyl-6-fluoronaphthalen-2-ol